6-(methylsulfinyl)-1,2-dihydro-3H-pyrazolo[3,4-d]pyrimidin-3-one CS(=O)C1=NC=C2C(=N1)NNC2=O